N-{8-hydroxy-6-(trifluoromethyl)chroman-3-yl}acrylamide OC=1C=C(C=C2CC(COC12)NC(C=C)=O)C(F)(F)F